N1(C(CCC1)=O)C(=O)NO pyrrolidonehydroxamic acid